Myristyl-(myristic acid) C(CCCCCCCCCCCCC)C(C(=O)O)CCCCCCCCCCCC